N,N'-diortho-tolyl-guanidine potassium zinc phosphate salt P(=O)([O-])([O-])[O-].[Zn+2].[K+].C1(=C(C=CC=C1)NC(=N)NC1=C(C=CC=C1)C)C